COCC1=NC(=NO1)C1=CC=C(O[C@H]2CN(CC2)C(=O)C2=NN(C3=CC=CC=C23)C)C=C1 (R)-(3-(4-(5-(methoxymethyl)-1,2,4-oxadiazol-3-yl)phenoxy)pyrrolidin-1-yl)(1-methyl-1H-indazol-3-yl)methanone